OC1=C(C=O)C=C(C(=C1C)C)C 2-hydroxy-3,4,5-trimethylbenzaldehyde